C(C=C(C)CCC=C(C)CCC=C(C)C)CC(C)=O (5E,9Z)-farnesylacetone